C(C)OC(C[C@@H](C1=CC=C(C=C1)C1=C(C=CC=C1)C)NC(=O)NC=1C(N(C=CC1O)C)=O)=O (S)-3-(3-(4-hydroxy-1-methyl-2-oxo-1,2-dihydropyridin-3-yl)ureido)-3-(2'-methylbiphenyl-4-yl)propionic acid ethyl ester